Benzyl (R)-((7-(methoxymethyl)-1,4-oxazepan-4-yl)sulfonyl)carbamate COC[C@H]1CCN(CCO1)S(=O)(=O)NC(OCC1=CC=CC=C1)=O